N\C(\CC1=C(N=NN1C)C1=CC=C(C(=N1)C)O[C@@H]1C[C@H](CCC1)C(=O)OC)=N/O Methyl (1S,3S)-3-((6-(5-((Z)-2-amino-2-(hydroxyimino)ethyl)-1-methyl-1H-1,2,3-triazol-4-yl)-2-methylpyridin-3-yl)oxy)cyclohexane-1-carboxylate